N-((1R,2R)-2-methoxycyclobutyl)-7-(methylamino)-5-((1-(4-(oxetan-3-yl)phenyl)-2-oxo-1,2-dihydropyridin-3-yl)amino)pyrazolo[1,5-a]pyrimidine-3-carboxamide CO[C@H]1[C@@H](CC1)NC(=O)C=1C=NN2C1N=C(C=C2NC)NC=2C(N(C=CC2)C2=CC=C(C=C2)C2COC2)=O